ClC1=C(CC2CC(=NO2)C(=O)OCC)C=CC(=C1)Cl ethyl 5-(2,4-dichloro-benzyl)-2-isoxazoline-3-carboxylate